CN1CCN(CC1)C=1C=C(C(=CC1)N)N 4-(4-methylpiperazin-1-yl)benzene-1,2-diamine